O[C@@]1([C@@H](CC[C@H](C1)C)C(C)C)C(=O)NCCC1=CC=NC=C1 (1s,2s,5r)-1-hydroxy-2-isopropyl-5-methyl-N-[2-(4-pyridinyl)ethyl]cyclohexanecarboxamide